OC1C2C3(CC3(C(C1)O2)C(=O)NC2=CC(=C(C=C2)C)C(F)(F)F)C=2C(=NN(C2)C)C(F)(F)F 6-hydroxy-4-(1-methyl-3-(trifluoromethyl)-1H-pyrazol-4-yl)-N-(4-methyl-3-(trifluoromethyl)phenyl)-8-oxatricyclo[3.2.1.02,4]octane-2-carboxamide